C1(C(C)O1)(O)O epoxypropanediol